6-((tert-butylamino)methyl)-2-(3-(3,3-difluoro-1-((4-methyl-4H-1,2,4-triazol-3-yl)methyl)cyclobutyl)phenyl)-4-(trifluoromethyl)isoindolin-1-one C(C)(C)(C)NCC1=CC(=C2CN(C(C2=C1)=O)C1=CC(=CC=C1)C1(CC(C1)(F)F)CC1=NN=CN1C)C(F)(F)F